NCCNCCC[Si](OCC)(OCC)C N-(2-aminoethyl)-3-aminopropyl-methyldiethoxysilane